Methyl 1-(5-bromo-2-(difluoromethoxy)phenyl)-6-chloro-1H-pyrazolo[4,3-c]pyridine-3-carboxylate BrC=1C=CC(=C(C1)N1N=C(C=2C=NC(=CC21)Cl)C(=O)OC)OC(F)F